CN(C1=CC=2OC(C(=CC2S1)C(=O)O)=O)C(C1=CC(=CC=C1)C(F)(F)F)=O 2-[Methyl-(3-trifluoromethyl-benzoyl)-amino]-5-oxo-5H-thieno[3,2-b]pyran-6-carboxylic acid